acetic acid 2-(4-(3-(2-(dimethylamino) ethyl)-1H-indol-1-yl)-2-methyl-4-oxobutan-2-yl)-3,5-dimethylphenyl ester CN(CCC1=CN(C2=CC=CC=C12)C(CC(C)(C)C1=C(C=C(C=C1C)C)OC(C)=O)=O)C